ClC=1C=C(C(=NC1)C#CC)N1CCOCC1 4-[5-Chloro-2-(prop-1-yn-1-yl)-pyridin-3-yl]-morpholine